(3R)-3-[(1S)-2-tert-butoxy-1-[[3-[3-(3-hydroxyphenyl)-2-oxo-imidazolidin-1-yl]phenyl]methyl]-2-oxo-ethyl]pyrrolidine-1-carboxylic acid tert-butyl ester C(C)(C)(C)OC(=O)N1C[C@H](CC1)[C@@H](C(=O)OC(C)(C)C)CC1=CC(=CC=C1)N1C(N(CC1)C1=CC(=CC=C1)O)=O